FC1=CC(=C(OC2=C(C(=O)NC3=CC(NC=C3)=O)C=C(C=C2)C(F)(F)F)C=C1)OC 2-(4-fluoro-2-methoxyphenoxy)-N-(2-oxo-1,2-dihydropyridin-4-yl)-5-(trifluoromethyl)benzamide